FC1=C(C(=O)N)C=C(C=C1)C1=C(C=C(C(=C1)NC(C1=C(C=C(C=C1)F)C(F)(F)F)=O)N1C[C@H](N([C@H](C1)C)C)C)F |r| 2-fluoro-5-[2-fluoro-5-[[4-fluoro-2-(trifluoromethyl)benzoyl]amino]-4-[rac-(3R,5S)-3,4,5-trimethylpiperazin-1-yl]phenyl]benzamide